(1S)-7-chloro-3,4-dihydro-1H-pyrano[4,3-c]pyridin ClC1=CC2=C(C=N1)CCOC2